2-(7-((5-isopropoxypyrazin-2-yl)methoxy)-1,2,3,4-tetrahydrocyclopenta[b]indol-3-yl)acetic acid C(C)(C)OC=1N=CC(=NC1)COC1=CC=2C3=C(NC2C=C1)C(CC3)CC(=O)O